(20Z,23Z)-N-ethyl-N-methyl-nonacosa-20,23-dien-10-amine C(C)N(C(CCCCCCCCC)CCCCCCCCC\C=C/C\C=C/CCCCC)C